3-(5-(3-((4'-chloro-5,5-dimethyl-3,4,5,6-tetrahydro-[1,1'-biphenyl]-2-yl)methyl)-3,8-diazabicyclo[3.2.1]octane-8-carbonyl)-7-fluoro-1-oxoisoindolin-2-yl)piperidine-2,6-dione ClC1=CC=C(C=C1)C1=C(CCC(C1)(C)C)CN1CC2CCC(C1)N2C(=O)C=2C=C1CN(C(C1=C(C2)F)=O)C2C(NC(CC2)=O)=O